C(#N)C1=NC=CC(=N1)C1(CCCCC1)NC(OCC1=C(C=CC=C1)Br)=O 2-bromobenzyl (1-(2-cyanopyrimidin-4-yl)cyclohexyl)carbamate